5-Bromo-4-methoxy-2-methylpyridine BrC=1C(=CC(=NC1)C)OC